2-(tert-butoxycarbonyl)-2,3,4,5-tetrahydro-1H-benzo[c]azepine-8-carboxylic acid C(C)(C)(C)OC(=O)N1CC2=C(CCC1)C=CC(=C2)C(=O)O